butyl 2-methyl-6-((2-(trimethylsilyl)ethoxy)methyl)-2,3-dihydropyrrolo[3',2':5,6]pyrido[2,3-b][1,4]oxazine-1(6H)-carboxylate CC1N(C2=C(OC1)N=C1C(=C2)C=CN1COCC[Si](C)(C)C)C(=O)OCCCC